FC(C1=C(C=C2CCCN(C2=C1)C=1C=C(C2=C(N(C(N2C)=O)C)C1)C1CCOCC1)C=1C=NN(C1)C)F 6-(7-(difluoromethyl)-6-(1-methyl-1H-pyrazol-4-yl)-3,4-dihydroquinolin-1(2H)-yl)-1,3-dimethyl-4-(tetrahydro-2H-pyran-4-yl)-1H-benzo[d]imidazol-2(3H)-one